tert-Butyl N-[2-[4-(methanesulfonamido)phenyl]ethyl]carbamate CS(=O)(=O)NC1=CC=C(C=C1)CCNC(OC(C)(C)C)=O